4-(3,5-dichlorophenyl)-5-methyl-2-(3-thienylmethyl)imidazole ClC=1C=C(C=C(C1)Cl)C=1N=C(NC1C)CC1=CSC=C1